N1(CCOCC1)C(C)S(=O)(=O)N (morpholin-4-yl)ethane-1-sulfonamide